Cl[Fe]=O Iron Oxychloride